ClC1=C(C=CC(=C1)Cl)C1=NOC(=C1)C=O [3-(2,4-dichlorophenyl)isoxazol-5-yl]methanone